C1(CC1)C=1C=C(C=2N(C1)C=C(N2)CNC2=CC=C1C=CC(=NC1=C2)[C@@H]2[C@H](C2)C2=NC=CC(=N2)C)N2C(N(C(C2)=O)C)=O 1-(6-cyclopropyl-2-(((2-((1S,2S)-2-(4-methylpyrimidin-2-yl)cyclopropyl)quinolin-7-yl)amino)methyl)imidazo[1,2-a]pyridin-8-yl)-3-methylimidazolidine-2,4-dione